(1S)-1,5-anhydro-1-(4-chloro-3-{4-[(3S)-tetrahydrofuran-3-oxy]benzyl}phenyl)-D-glucitol ClC1=C(C=C(C=C1)[C@H]1[C@H](O)[C@@H](O)[C@H](O)[C@H](O1)CO)CC1=CC=C(C=C1)O[C@@H]1COCC1